BrC1=CN=C2N1C=C(N=C2C)C(=O)N(C)C2=CC(=C(C=C2)C#N)OC 3-bromo-N-(4-cyano-3-methoxy-phenyl)-N,8-dimethyl-imidazo[1,2-a]pyrazine-6-carboxamide